tert-butyl (S)-3-(methyl(quinolin-4-yl)amino)pyrrolidine-1-carboxylate CN([C@@H]1CN(CC1)C(=O)OC(C)(C)C)C1=CC=NC2=CC=CC=C12